N-[4-[3-[[3-(aminomethyl)cyclobutanecarbonyl]amino]azetidine-1-carbonyl]-3-chloro-phenyl]-5-(2,3-difluoro-4-methoxy-phenyl)-1-methyl-imidazole-2-carboxamide NCC1CC(C1)C(=O)NC1CN(C1)C(=O)C1=C(C=C(C=C1)NC(=O)C=1N(C(=CN1)C1=C(C(=C(C=C1)OC)F)F)C)Cl